N-[4-[(1S)-1-[(4-methyl-1,2,4-triazol-3-yl)sulfanyl]ethyl]-2-pyridyl]-2-(trifluoromethyl)thiazole-4-carboxamide CN1C(=NN=C1)S[C@@H](C)C1=CC(=NC=C1)NC(=O)C=1N=C(SC1)C(F)(F)F